C12(CCC(CC1)C2)C=2C=C(C=CC2)B(O)O (3-(bicyclo[2.2.1]heptane-1-yl)phenyl)boronic acid